D-glucopyranosyl-(1→2) beta-D-galactopyranoside O([C@H]1[C@H](O)[C@@H](O)[C@@H](O)[C@H](O1)CO)C1[C@H](O)[C@@H](O)[C@H](O)[C@H](O1)CO